COCCOC1=CC=C(C=C1)C1=CN(C=2N=CNC(C21)=O)C2=CC=CC=C2 5-[4-(2-methoxyethoxy)phenyl]-7-phenyl-3H-pyrrolo[2,3-d]pyrimidin-4-one